2,3-diamino-5-iodopyridine NC1=NC=C(C=C1N)I